3-(tert-butylsulfamoyl)-pyrrole-2-carboxylic acid tert-butyl ester C(C)(C)(C)OC(=O)C=1NC=CC1S(NC(C)(C)C)(=O)=O